CCCC/C=C\CCCCCCCC(=O)O[C@H](COC(=O)CCCCCCC/C=C\C/C=C\C/C=C\CC)COP(=O)(O)OC[C@H](CO)O 1-(9Z,12Z,15Z-octadecatrienoyl)-2-(9Z-tetradecenoyl)-glycero-3-phospho-(1'-sn-glycerol)